C(#N)C1=C(C=C(C=C1)N1CC(N(C2(CN(C2)C(=O)NC=2C=NN(C2)C)C1=O)CC1=CC=C(C=C1)C(F)(F)F)=O)F 8-(4-cyano-3-fluorophenyl)-N-(1-methyl-1H-pyrazol-4-yl)-6,9-dioxo-5-(4-(trifluoromethyl)benzyl)-2,5,8-triazaspiro[3.5]nonane-2-carboxamide